FC(S(=O)(=O)CCC(=O)N1CC2=CC=CC(=C2CC1)NC1=CC=C(C=C1)C(F)(F)F)(F)F 3-trifluoromethanesulfonyl-1-(5-{[4-(trifluoromethyl)phenyl]amino}-1,2,3,4-tetrahydroisoquinolin-2-yl)propan-1-one